C(C=C)[C@@]1([C@H](C=CC1)O)CNC(OC(C)(C)C)=O tert-butyl (((1S,2S)-1-allyl-2-hydroxycyclopent-3-en-1-yl)methyl)carbamate